BrC1=CC=C(OCC2(OCCOC2)F)C=C1 2-((4-bromophenoxy)methyl)-2-fluoro-1,4-dioxan